2-((tetrahydrofuran-3-yl)thio)phenol O1CC(CC1)SC1=C(C=CC=C1)O